methyl 2-(2-{[7-(5-methyl-1,2,4-oxadiazol-3-yl) isoquinolin-1-yl] amino} ethyl)-2,3-dihydro-1H-isoindole-5-carboxylate CC1=NC(=NO1)C1=CC=C2C=CN=C(C2=C1)NCCN1CC2=CC=C(C=C2C1)C(=O)OC